piperidine-3-carboxylic acid (1-pyrazin-2-yl-cyclopropyl)-amide N1=C(C=NC=C1)C1(CC1)NC(=O)C1CNCCC1